TERT-BUTYL (5-(8-AMINOISOQUINOLIN-5-YL)-7-CYCLOPROPYL-7H-PYRROLO[2,3-D]PYRIMIDIN-4-YL)(TERT-BUTOXYCARBONYL)CARBAMATE NC=1C=CC(=C2C=CN=CC12)C1=CN(C=2N=CN=C(C21)N(C(OC(C)(C)C)=O)C(=O)OC(C)(C)C)C2CC2